4-[6-[6-(cyclopropylmethoxy)-4-fluoro-2-pyridyl]-5-Methyl-7,8-dihydro-5H-pyrido[4,3-d]pyrimidin-2-yl]thiazole C1(CC1)COC1=CC(=CC(=N1)N1C(C2=C(N=C(N=C2)C=2N=CSC2)CC1)C)F